2-[18,30-Dichloro-5-methoxy-20-oxo-14-oxa-8,9,10,21-tetraazahexacyclo[19.5.3.216,19.13,7.06,10.024,28]dotriaconta-1(26),3(32),4,6,8,16,18,24,27,30-decaen-2-yl]-2-methylpropanoic Acid ClC=1C=C2COCCCN3N=NC4=C3C(=CC(C(C3=CC=C5CCN(C(C1C(=C2)Cl)=O)CC5=C3)C(C(=O)O)(C)C)=C4)OC